C([O-])([O-])=O.N.[Mg+2] magnesium ammonia carbonate